2-((2-ethyl-4-(4-methylpiperazin-1-yl)phenyl)amino)-4-((3-(3-oxo-1,4-oxazepan-4-yl)propyl)amino)pyrimidine-5-carbonitrile C(C)C1=C(C=CC(=C1)N1CCN(CC1)C)NC1=NC=C(C(=N1)NCCCN1C(COCCC1)=O)C#N